bis(4-[3-aminophenoxy] phenyl) sulfone NC=1C=C(OC2=CC=C(C=C2)S(=O)(=O)C2=CC=C(C=C2)OC2=CC(=CC=C2)N)C=CC1